acetamidocaproic acid C(C)(=O)NC(C(=O)O)CCCC